OCC(C(NCC(=O)N)=O)NC(CNC(CCC(CCC(CCC(CCNC(CCCC#CC=1C=NC(=NC1)S(=O)(=O)C)=O)=O)=O)=O)=O)=O 5-(hydroxymethyl)-28-(2-(methylsulfonyl)pyrimidin-5-yl)-4,7,10,23-tetraoxo-13,16,19-trioxo-3,6,9,22-tetraazaoctacosane-27-ynamide